N-trityl-(trityl)-4,5,6,7-tetrahydrothieno[2,3-c]pyridine C(C1=CC=CC=C1)(C1=CC=CC=C1)(C1=CC=CC=C1)N1CC2=C(CC1)C=C(S2)C(C2=CC=CC=C2)(C2=CC=CC=C2)C2=CC=CC=C2